(S)-2,5-bis(4-fluorophenyl)-2,5,6,7-tetrahydro-3H-pyrrolo[2,1-c][1,2,4]triazol-3-one FC1=CC=C(C=C1)N1N=C2N(C1=O)[C@@H](CC2)C2=CC=C(C=C2)F